2,6-dichloro-3-methyl-4-amino-5-methylpyridine ClC1=NC(=C(C(=C1C)N)C)Cl